N-[3-(N,N-dioctylamino)phenyl]propanamide C(CCCCCCC)N(CCCCCCCC)C=1C=C(C=CC1)NC(CC)=O